N-(2-(4,4-Difluoropiperidin-1-yl)-6-methylpyrimidin-4-yl)-5-((2-hydroxyethyl)sulfonamido)-3-(6-azaspiro[2.5]octan-6-yl)picolinamid FC1(CCN(CC1)C1=NC(=CC(=N1)NC(C1=NC=C(C=C1N1CCC2(CC2)CC1)NS(=O)(=O)CCO)=O)C)F